2-iodobenzoyl-formic acid IC1=C(C(=O)C(=O)O)C=CC=C1